CN(C=1C=CC=C2C=CC=CC12)C 8-dimethylaminonaphthalene